2-(4-(chloromethyl)phenyl)-1,4-diphenylbutane-1,4-dione ClCC1=CC=C(C=C1)C(C(=O)C1=CC=CC=C1)CC(=O)C1=CC=CC=C1